N-[4-[Chloro(difluoro)methoxy]phenyl]-5-methyl-6-oxo-1-pyrimidin-5-yl-pyridine-3-carboxamide ClC(OC1=CC=C(C=C1)NC(=O)C1=CN(C(C(=C1)C)=O)C=1C=NC=NC1)(F)F